BrC1=CSC2=C1C(=CC=C2)Br 3,4-dibromobenzothiophene